ClC1=CC=C(C=C1)S(=O)(=O)N1C2=C(OCC1)C(=CN=C2)C2=CC=C(C#N)C=C2 4-(4-(4-chlorophenylsulfonyl)-3,4-dihydro-2H-pyrido[4,3-b][1,4]oxazine-8-yl)benzonitrile